C(C1=CC=CC=C1)N1C2(CC2)CCC1CO (4-benzyl-4-azaspiro[2.4]heptane-5-yl)methanol